O1COC2=C1C=CC(=C2)CN(C(OC(C(F)(F)F)C(F)(F)F)=O)C 1,1,1,3,3,3-hexafluoropropan-2-yl (benzo[d][1,3]dioxol-5-ylmethyl)-(methyl)carbamate